acetic acid-(1R,3aS,3bS,5aR,6R,7S,9aR,9bS,11aR)-6-acetoxy-4,4-difluoro-9a,11a-dimethyl-1-[(2R)-6-Methylhept-5-en-2-yl]hexadecahydro-1H-cyclopenta[1,2-i]phenanthrene-7-yl ester C(C)(=O)O[C@H]1[C@H](CC[C@@]2([C@H]3CC[C@]4([C@H]([C@@H]3C(C[C@@H]12)(F)F)CC[C@@H]4[C@H](C)CCC=C(C)C)C)C)OC(C)=O